OC=1C(=CC=2C(C3=CC=CC=C3C(C2C1O)=O)=O)NS(=O)(=O)C1=CC2=CC=CC=C2C=C1 N-(3,4-dihydroxy-9,10-dioxo-9,10-dihydroanthracen-2-yl)naphthalene-2-sulfonamide